C(C)(C)N1C=C(C=2C1=CN=CC2)C2=CC(=NC=C2)NCC2CCN(CC2)C(=O)OC(C)(C)C tert-butyl 4-(((4-(1-isopropyl-1H-pyrrolo[2,3-c]pyridin-3-yl)pyridin-2-yl)amino)methyl)piperidine-1-carboxylate